3,3'-([1,1'-biphenyl]-4,4'-diyl)bis(3-aminoacrylonitrile) C1(=CC=C(C=C1)C(=CC#N)N)C1=CC=C(C=C1)C(=CC#N)N